CC=1C(=C(SC1)C1=CC=CC=C1)CO (4-Methyl-2-phenylthiophen-3-yl)methanol